BrC=1C=C(C=C(C1)F)O 3-bromo-5-fluorophenol